C1=C(C=CC2=CC=CC=C12)C=1N=C(NC1C1=CC=CC=C1)CC1=CSC=C1 4-(2-naphthyl)-5-phenyl-2-(3-thienylmethyl)imidazole